Cl.ClCC=1C=C2C=C(C(OC2=CC1)=O)C(=O)OC1=C(C=CC=C1)CCN 2-(Aminoethyl)phenyl 6-(chloromethyl)-2-oxo-2H-chromene-3-carboxylate hydrochloride